CC1(COC1)N1CCC(CC1)N1N=CC(=C1)NC1=NC2=CC(=CC=C2C=N1)NC(C)C N~2~-{1-[1-(3-methyloxetan-3-yl)piperidin-4-yl]-1H-pyrazol-4-yl}-N~7~-(propan-2-yl)quinazoline-2,7-diamine